[2-(aminomethyl)-3,3-difluoro-allyl]-4-[[5-(1-methylsulfonylpyrazol-4-yl)-2-thienyl]methyl]-1,2,4-triazol-3-one trifluoroacetate salt FC(C(=O)O)(F)F.NCC(CC=1N(C(NN1)=O)CC=1SC(=CC1)C=1C=NN(C1)S(=O)(=O)C)=C(F)F